(4S)-4-((tert-butyldiphenylsilyl)oxy)-2-methyltetrahydrofuran-2-ol [Si](C1=CC=CC=C1)(C1=CC=CC=C1)(C(C)(C)C)O[C@H]1CC(OC1)(O)C